CC1(CCC1)NC(=O)O[C@H]1C[C@H](CC1)C1=NNC(=C1)NC(OCC1=CC=CC=C1)=O benzyl {3-[(1S,3R)-3-{[(1-methylcyclobutyl)carbamoyl]oxy}cyclopentyl]-1H-pyrazol-5-yl}carbamate